2-diethylamino-1,3-diethyl-1,4,5,6-tetrahydropyrimidinium C(C)N(C1[NH+](CCCN1CC)CC)CC